(4aR,8aS)-6-[3-[[2-Fluoro-4-(trifluoromethyl)phenyl]methylsulfanyl]azetidine-1-carbonyl]-4,4a,5,7,8,8a-hexahydropyrido[4,3-b][1,4]oxazin-3-one FC1=C(C=CC(=C1)C(F)(F)F)CSC1CN(C1)C(=O)N1C[C@@H]2[C@@H](OCC(N2)=O)CC1